C(CCCCCCC\C=C/CCCCCCCC=O)=O Z-9-octadecen-1,18-dial